C(C)C=1N=C2N(C=C(C=C2)C=2C(=NC(=CC2)CC(=O)N2CC(C2)O)C)C1N(C=1SC(=C(N1)C1=CC=C(C=C1)F)C#N)C 2-((2-ethyl-6-(6-(2-(3-hydroxyazetidin-1-yl)-2-oxoethyl)-2-methylpyridin-3-yl)imidazo[1,2-a]pyridin-3-yl)(methyl)amino)-4-(4-fluorophenyl)thiazole-5-carbonitrile